2-(tert-butyl)-N-(2-methyl-4-(6-morpholinopyrrolo[2,1-f][1,2,4]triazin-4-yl)benzyl)-2H-tetrazole-5-carboxamide C(C)(C)(C)N1N=C(N=N1)C(=O)NCC1=C(C=C(C=C1)C1=NC=NN2C1=CC(=C2)N2CCOCC2)C